F\C(\C(=O)NC=1C=C2C(=NC=NC2=CC1OC)NC1=CC(=C(OC2=CC=C(C(=O)N(C)C)C=C2)C=C1OC)C)=C\[C@@H]1N(CCC1)C (R,E)-4-(4-((6-(2-fluoro-3-(1-methylpyrrolidin-2-yl)acrylamido)-7-methoxyquinazoline-4-yl)amino)-5-methoxy-2-methylphenoxy)-N,N-dimethylbenzamide